C(C)C1=CC=C(C=C1)C=C 1-ethyl-4-vinylbenzene